ClC1=C2C=CN3C2=C(C2=CCCN([C@H]2C3)C)C=C1 |r| Racemic-3-chloro-8-methyl-7a,8,9,10-tetrahydro-7H-indolo[7,1-fg][1,7]naphthyridine